fluoro-3-methoxy-N-methylbenzamide FC1=C(C(=O)NC)C=CC=C1OC